COCOC1=C(C#N)C=CC=C1 2-(methoxymethoxy)benzonitrile